C1=NC=CC2=C(C=CC=C12)C1(CC1)C=1C(=C(C(=O)N)C=C(C1)OCCNC)C (1-(Isoquinolin-5-yl)cyclopropyl)-2-methyl-5-(2-(methylamino)ethoxy)benzamide